NC1=NC2=CC(=CC=C2C=C1)CN(C(=O)C=1C=NC(=CC1)C)C=1C(=NC=CC1)S(=O)(=O)C N-[(2-aminoquinolin-7-yl)methyl]-N-(2-methanesulfonylpyridin-3-yl)-6-methylpyridine-3-carboxamide